3-Ethyl-3,5-heptanediol dibenzoate C(C1=CC=CC=C1)(=O)OC(CC)(CC(CC)OC(C1=CC=CC=C1)=O)CC